5-chloromethylfurfural ClCC1=CC=C(C=O)O1